Cl.NC\C=C(\CN1N=NC2=C1C=C(C=C2C=2C=C(C=CC2OC)S(=O)(=O)NC)C(=O)N2CCCC2)/F (Z)-3-(1-(4-amino-2-fluoro-but-2-en-1-yl)-6-(pyrrolidine-1-carbonyl)-1H-benzo[d][1,2,3]triazol-4-yl)-4-methoxy-N-methylbenzenesulfonamide hydrochloride